((2-(((3S,6S,9aS)-5-oxo-3-(3-(pyridin-3-yl)azetidine-1-carbonyl)octahydro-1H-pyrrolo[1,2-a]azepin-6-yl)carbamoyl)benzo[b]thiophen-5-yl)methyl)phosphonic acid O=C1[C@H](CCC[C@@H]2N1[C@@H](CC2)C(=O)N2CC(C2)C=2C=NC=CC2)NC(=O)C2=CC1=C(S2)C=CC(=C1)CP(O)(O)=O